methyl 3-(3-hydroxy-6,7-dimethoxy-4-oxo-4H-chromen-2-yl)benzoate OC1=C(OC2=CC(=C(C=C2C1=O)OC)OC)C=1C=C(C(=O)OC)C=CC1